C(C)(C)(C)OC(CCCCCCCCCCCCCCCCC(=O)O)=O Octadecanedioic mono-t-Butyl ester